FC(C(C(CC(=O)OC)=O)C)(F)F methyl 5,5,5-trifluoro-4-methyl-3-oxopentanoate